COC([C@H](CC1=CC=C(C=C1)OC)NC([C@H](COC)N)=O)=O (S)-2-((S)-2-amino-3-methoxypropionamido)-3-(4-methoxyphenyl)propanoic acid methyl ester